(1R,3R)-3-((6-amino-4-(morpholinomethyl)pyridin-2-yl)amino)cyclobutan-1-ol NC1=CC(=CC(=N1)NC1CC(C1)O)CN1CCOCC1